methyl 5-bromoisoquinoline-4-carboxylate BrC1=C2C(=CN=CC2=CC=C1)C(=O)OC